(3-(5-bromopyrimidine-2-yl)phenyl)methanol BrC=1C=NC(=NC1)C=1C=C(C=CC1)CO